C(#C)C=1SC=C(N1)C(=O)NCCC1=CC(=CC=C1)C1=C2CC(NC2=CC=C1)=O 2-Ethynyl-N-(3-(2-oxoindolin-4-yl)phenethyl)thiazole-4-carboxamide